C(C1=CC=CC=C1)O[C@@H]1[C@]2(O[C@H]([C@@H]1N(C2)S(=O)(=O)C)N2C(N=C(C(=C2)C)N2N=CN=C2)=O)COCC2=CC=CC=C2 1-[(1R,3R,4R,7S)-7-benzyloxy-1-(benzyloxymethyl)-5-methylsulfonyl-2-oxa-5-azabicyclo[2.2.1]heptan-3-yl]-5-methyl-4-(1,2,4-triazol-1-yl)pyrimidin-2-one